N=1N=CN(C1)[C@@H]1CN(CC1)C(=O)N1CC2(C1)CCC(CC2)OC2=NC=C(N=C2)C(F)(F)F [(3S)-3-(1,2,4-Triazol-4-yl)pyrrolidin-1-yl]-[7-[5-(trifluoromethyl)pyrazin-2-yl]oxy-2-azaspiro[3.5]nonan-2-yl]methanone